4-methyl-N-(1-phenylcyclopropyl)-3,4-dihydro-2H-pyrido[3,2-b][1,4]oxazine-7-carboxamide CN1C2=C(OCC1)C=C(C=N2)C(=O)NC2(CC2)C2=CC=CC=C2